C(C=C)(=O)N1CC2=C(C=CC=C2CC1)C(=O)N[C@H]1CCC2=CC(=CC=C12)N1C(=NC=2C1=NC(=CC2)N2N=CC=C2)C=2C(=NC=CC2)N (S)-2-acryloyl-N-(5-(2-(2-aminopyridin-3-yl)-5-(1H-pyrazol-1-yl)-3H-imidazo[4,5-b]pyridin-3-yl)-2,3-dihydro-1H-inden-1-yl)-1,2,3,4-tetrahydroisoquinoline-8-carboxamide